O1CC(C1)N1CCN(CC1)C(=O)C=1C=C2C=CC(=NC2=CC1)C=O 6-(4-(oxetan-3-yl)piperazine-1-carbonyl)quinoline-2-carbaldehyde